hydroxy-3'-((dimethylamino)methyl)-4'-fluoroisoflavone OC=1OC2=CC=CC=C2C(C1C1=CC(=C(C=C1)F)CN(C)C)=O